Cl.NCCCCCCC(C(=O)N)CCOC1=CC(=C(C2=C1CCO2)N=[N+]=[N-])F 6-Aminohexyl-4-(7-azido-6-fluoro-2,3-dihydro-1-benzofuran-4-yloxy)butyramide hydrochloride salt